4-[3-(1,3-Benzodioxol-5-yl)-4-[2-(hydroxyamino)-2-oxo-ethyl]-1H-pyrazol-5-yl]benzoic acid O1COC2=C1C=CC(=C2)C2=NNC(=C2CC(=O)NO)C2=CC=C(C(=O)O)C=C2